C[C@@H]1CCN2C(O1)=C(C(=N2)C=2C=NC(=CC2)NC([2H])([2H])[2H])C(=O)N[C@@H]2C(NC1=C(C(=N2)C2=CC=CC=C2)C=CC=C1F)=O (5R)-5-Methyl-N-[(3S)-9-fluoro-2-oxo-5-phenyl-1,3-dihydro-1,4-benzodiazepin-3-yl]-2-[6-(trideuteriomethylamino)pyridin-3-yl]-6,7-dihydro-5H-pyrazolo[5,1-b][1,3]oxazine-3-carboxamide